FC1=CC(=C(C=C1)C=1CCC(N1)C)C 5-(4-fluoro-2-methylphenyl)-2-methyl-3,4-dihydro-2H-pyrrole